NC1=C(C=CC=C1C(C)C)C=1C(=NC=CC1)C#N (2-amino-3-isopropylphenyl)pyridinecarbonitrile